C(C)(C)(C)OC(=O)N1CCC(CC1)C(C)(S(=O)(=O)C1=CC(=NN1C)C(F)(F)F)F 4-(1-fluoro-1-((1-methyl-3-(trifluoromethyl)-1H-pyrazol-5-yl)sulfonyl)ethyl)piperidine-1-carboxylic acid tert-butyl ester